CC1=CC(=CC(=N1)N1CCN(CC1)S(=O)(=O)C1=CC=C(C=C1)C1=C(C=C2C(=N1)CNC2)C(=O)N)C(F)(F)F [4-[4-[6-methyl-4-(trifluoromethyl)-2-pyridyl]piperazin-1-yl]sulfonylphenyl]-6,7-dihydro-5H-pyrrolo[3,4-b]pyridine-3-carboxamide